FC=1C=CC=CC1N1N=CC=C1 3-fluoro-4-(1H-pyrazol-1-yl)benzene